7-chloro-2-(1-isopropyl-1H-pyrazol-4-yl)[1,2,4]triazolo[1,5-c]quinazolin ClC1=CC=CC=2C=3N(C=NC12)N=C(N3)C=3C=NN(C3)C(C)C